4-(5-(3,5-dichlorophenyl)-5-(trifluoromethyl)-4,5-dihydroisoxazol-3-yl)-N-((3-fluorophenyl)sulfinyl)-2-methylbenzamide ClC=1C=C(C=C(C1)Cl)C1(CC(=NO1)C1=CC(=C(C(=O)NS(=O)C2=CC(=CC=C2)F)C=C1)C)C(F)(F)F